The molecule is a double-stranded DNA polynucleotide consisting of two complementary strands consisting of repeating units of brominated guanosine and deoxycytidine residues, all residues in each strand being connected by 3'->5' phosphodiester linkages. The sites of bromination are at C-8 of guanine and C-5 of cytosine, although not all these sites are brominated, with bromination at the guanine C-8 predominating. It contains a brominated poly[d(GC)]. C1[C@@H]([C@H](O[C@H]1N2C=C(C(=NC2=O)N)Br)COP(=O)(O)O[C@H]3C[C@@H](O[C@@H]3COP(=O)(O)O)N4C5=C(C(=O)NC(=N5)N)N=C4Br)O.C1[C@@H]([C@H](O[C@H]1N2C=C(C(=NC2=O)N)Br)COP(=O)(O)O[C@H]3C[C@@H](O[C@@H]3COP(=O)(O)O)N4C5=C(C(=O)NC(=N5)N)N=C4Br)O